CC1=NN(C(=C1)C)C=1N=NC(=NN1)NN 3-(3,5-dimethylpyrazole-1-yl)-6-hydrazino-1,2,4,5-tetrazine